C1(CC1)C#C[C@@]1(NC(NC2=CC(=CC=C12)CO)=O)C(C)(F)F (S)-4-(cyclopropylethynyl)-4-(1,1-difluoroethyl)-7-(hydroxymethyl)-3,4-dihydroquinazolin-2(1H)-one